[(2-(pyridin-2-yl)ethylamino)methyl]pyridin-2(1H)-one N1=C(C=CC=C1)CCNCN1C(C=CC=C1)=O